2-(1-cyclopropylethyl)-6-(1-(isopropylsulfonyl)propyl)phenol C1(CC1)C(C)C1=C(C(=CC=C1)C(CC)S(=O)(=O)C(C)C)O